BrC=1C=C(C=CC1[N+](=O)[O-])C(=O)N1CCC(CC1)NC1=NC=C(C(=N1)C1=CN(C2=CC=CC=C12)S(=O)(=O)C1=CC=CC=C1)Cl (3-bromo-4-nitrophenyl)(4-((5-chloro-4-(1-benzenesulfonyl-1H-indol-3-yl)pyrimidin-2-yl)amino)piperidin-1-yl)methanone